N-((6-((3S,5R)-3,5-dimethylpiperazin-1-yl)pyridin-2-yl)methyl)-5-(4-methoxycyclohexyl)-7H-pyrrolo[2,3-d]pyrimidin-4-amine C[C@H]1CN(C[C@H](N1)C)C1=CC=CC(=N1)CNC=1C2=C(N=CN1)NC=C2C2CCC(CC2)OC